FC(C1=C(C=CC=C1)C1(CCNCC1)O)(F)F 4-[2-(trifluoromethyl)phenyl]-4-piperidinol